C[Si](NCCN[Si](C)(C)C)(C)C.[Li].[Li] dilithium (N1,N2-bis(trimethylsilyl)ethane-1,2-diamine) salt